hexahydrofuro[3,4-c]pyrrole C1OCC2C1CNC2